6-[2-(Trifluoromethyl)-1-piperidyl]-4-[2-[5-(trifluoromethyl)-3-pyridyl]-1H-pyrrolo[2,3-b]pyridin-4-yl]-1H-pyridin-2-one FC(C1N(CCCC1)C1=CC(=CC(N1)=O)C1=C2C(=NC=C1)NC(=C2)C=2C=NC=C(C2)C(F)(F)F)(F)F